(R)-N-(2-(1-(6-ethoxy-5-methoxypyridin-2-yl)-2-(methylsulfonyl)ethyl)-1,3-dioxoisoindolin-4-yl)-2-methoxyacetamide C(C)OC1=C(C=CC(=N1)[C@H](CS(=O)(=O)C)N1C(C2=CC=CC(=C2C1=O)NC(COC)=O)=O)OC